(S)-2-ethyl-5-((4-((2-hydroxy-1-phenylethyl)amino)-5-(5-(2-hydroxypropan-2-yl)-1,3,4-oxadiazol-2-yl)pyridin-2-yl)amino)-3,3-dimethylisoindolin-1-one C(C)N1C(C2=CC=C(C=C2C1(C)C)NC1=NC=C(C(=C1)N[C@H](CO)C1=CC=CC=C1)C=1OC(=NN1)C(C)(C)O)=O